C(CCC\C=C/CC)OC(CCC(=O)OCCC(CCOC(CCC(OCCCC\C=C/CC)OCCCC\C=C/CC)=O)OC(=O)OCCCN(C)C)OCCCC\C=C/CC 3-(((3-(dimethylamino)propoxy)carbonyl)oxy)pentane-1,5-diyl bis(4,4-bis(((Z)-oct-5-en-1-yl)oxy)butanoate)